(+)-(1s,4R)-p-mentha-2,8-dien-1-ol CC(=C)[C@@H]1CC[C@](C=C1)(C)O